Cl.C12CN(CC(CC1)N2)C=2C=1N(N=CC2)C=C(C1)C=1C=NN(C1)C(F)F 4-(3,8-diazabicyclo[3.2.1]oct-3-yl)-6-(1-(difluoromethyl)-1H-pyrazol-4-yl)pyrrolo[1,2-b]pyridazine hydrochloride